C(C)(C)(C)OC(=O)N1CC2(C1)CCC(CC2)C=CC2=NOC(=C2)C(F)(F)F 7-(2-(5-(trifluoromethyl)isoxazol-3-yl)vinyl)-2-azaspiro[3.5]nonane-2-carboxylic acid tert-butyl ester